N-2-aminoethyl-3-aminopropyltris(ethylethoxy)silane NCCNCCC[Si](OC(C)CC)(OC(C)CC)OC(C)CC